(2,6-Dimethoxyphenyl)-6-hydroxy-2-(3-methylbutyl)-5-{[4-(2-oxo-1,2-dihydropyridin-1-yl)phenyl]methyl}-3,4-dihydropyrimidin-4-one COC1=C(C(=CC=C1)OC)N1C(=NC(=C(C1=O)CC1=CC=C(C=C1)N1C(C=CC=C1)=O)O)CCC(C)C